ClC1=NC(=NC2=CC3=C(C=C12)N(CC3)C3CCOCC3)C 4-chloro-2-methyl-6-(tetrahydro-2H-pyran-4-yl)-7,8-dihydro-6H-pyrrolo[2,3-g]quinazoline